OCC=1C=C2C=CC(=NC2=CC1)N1CCC(CC1)N(C(OC(C)(C)C)=O)C tert-butyl (1-(6-(hydroxymethyl)quinolin-2-yl)piperidin-4-yl)-(methyl)carbamate